2-(tetrahydrofuran-3-yl)-2H-pyrazolo[4,3-b]Pyridine-5-carboxylic acid methyl ester COC(=O)C=1C=CC=2C(N1)=CN(N2)C2COCC2